bis(4-((trimethyl)silyl)phenyl)phosphonium chloride [Cl-].C[Si](C1=CC=C(C=C1)[PH2+]C1=CC=C(C=C1)[Si](C)(C)C)(C)C